C(C1=CC=CC=C1)(=O)N1CN(C=CC1)[C@@H]1O[C@@H]([C@H]([C@H]1SCC)O[Si](C)(C)C(C)(C)C)COC(C1=CC=CC=C1)(C1=CC=C(C=C1)OC)C1=CC=C(C=C1)OC 3-benzoyl-1-((2R,3R,4R,5R)-5-((bis(4-methoxyphenyl)(phenyl)methoxy)methyl)-4-((tert-butyldimethylsilyl)oxy)-3-(ethylthio)tetrahydrofuran-2-yl)pyrimidine